CC=1C=C(C=C(C1O)C)CC(=O)Cl 3,5-dimethyl-4-hydroxyphenylacetyl chloride